3-(1-(2-cyanophenyl)piperidin-4-yl)propanamide C(#N)C1=C(C=CC=C1)N1CCC(CC1)CCC(=O)N